ClC=1C=C2C=CC(=NC2=CC1)NC(=O)[C@@H]1CC[C@H](CC1)CNC(OC(C)(C)C)=O trans-tert-butyl ((4-((6-chloroquinolin-2-yl)carbamoyl)cyclohexyl)methyl)carbamate